5-(m-{m-[3-(3-pyridyl)-5-{m-[m-(3-pyridyl)phenyl]phenyl}phenyl]phenyl}phenyl)pyrimidine N1=CC(=CC=C1)C=1C=C(C=C(C1)C1=CC(=CC=C1)C1=CC(=CC=C1)C=1C=NC=CC1)C=1C=C(C=CC1)C=1C=C(C=CC1)C=1C=NC=NC1